1-(((R)-10-hydroxy-7-((S)-4,4,4-trifluoro-2-(hydroxymethyl)butanoyl)-7-azaspiro[4.5]decan-10-yl)methyl)-N,N-dimethyl-6-oxo-4-phenyl-1,6-dihydropyridine-3-carboxamide O[C@@]1(CCN(CC12CCCC2)C([C@@H](CC(F)(F)F)CO)=O)CN2C=C(C(=CC2=O)C2=CC=CC=C2)C(=O)N(C)C